N-(pentafluorophenyl)norbornenediamide FC1=C(C(=C(C(=C1NC(=O)C12C(=CC(CC1)C2)C(=O)N)F)F)F)F